BrC1=CC=C(S1)C1(CN(C1)C(=O)OC(C)(C)C)OC tert-butyl 3-(5-bromothiophen-2-yl)-3-methoxyazetidine-1-carboxylate